C(C)(C)(C)OOC1=C(C(=C(C=C1)C(C)C)C(C)C)OOC(C)(C)C di(tert-butylperoxy)-diisopropylbenzene